NC1=NC=C(C(=C1)N1C[C@H](CCC1)NC(OC(C)(C)C)=O)C=1C=NN(C1)CCOC tert-Butyl (S)-(1-(2-amino-5-(1-(2-methoxyethyl)-1H-pyrazol-4-yl)pyridin-4-yl)piperidin-3-yl)carbamate